(E)-N-[2-[2-(cyclohexylmethoxy)-5,6-dihydroxy-3-methyl-benzoyl]isoindolin-4-yl]-4-(dimethylamino)but-2-enamide C1(CCCCC1)COC1=C(C(=O)N2CC3=CC=CC(=C3C2)NC(\C=C\CN(C)C)=O)C(=C(C=C1C)O)O